FC=1C=CC=2N(C1)N=C(C2)[C@H]2N(CCC1=C2N=CN1)C(=O)C=1OC(=NN1)C1=NN(C=C1)C (S)-(4-(6-fluoropyrazolo[1,5-a]pyridin-2-yl)-6,7-dihydro-1H-imidazo[4,5-c]pyridin-5(4H)-yl)(5-(1-methyl-1H-pyrazol-3-yl)-1,3,4-oxadiazol-2-yl)methanone